(S)-N6-((1-(benzo[b]thiophen-4-yl)piperidin-4-yl)methyl)-N6-propyl-4,5,6,7-tetrahydrobenzo[d]thiazole-2,6-diamine S1C2=C(C=C1)C(=CC=C2)N2CCC(CC2)CN([C@@H]2CC1=C(N=C(S1)N)CC2)CCC